1-(2-methoxy-4-methyl-5-methylsulfanyl-phenyl)propan-2-amine COC1=C(C=C(C(=C1)C)SC)CC(C)N